FC=1C=C(C=CC1)C1=NN2C(=NC=3C=CC=CC3C2=N1)NC=1C(N=CC=NC1)=O (6R)-6-{[2-(3-fluorophenyl)[1,2,4]triazolo[1,5-c]quinazolin-5-yl]amino}-1,4-diazepin-5-one